3-cyclopropylimidazo[1,2-a]Pyridine-7-carboxylic acid methyl ester COC(=O)C1=CC=2N(C=C1)C(=CN2)C2CC2